5-chloro-2-hydroxy-3-nitrophenyl acetate C(C)(=O)OC1=C(C(=CC(=C1)Cl)[N+](=O)[O-])O